3-((6-(4-(((cyclopentyl(meth-yl)carbamoyl)oxy)methyl)-3-methylisoxazol-5-yl)-2-meth-ylpyridin-3-yl)carbamoyl)-2,2-difluorocyclopropane-1-carboxylic acid C1(CCCC1)N(C(=O)OCC=1C(=NOC1C1=CC=C(C(=N1)C)NC(=O)C1C(C1C(=O)O)(F)F)C)C